4-((5-aminopentyl)thio)-6,7-dimethoxyquinoline-3-carbonitrile NCCCCCSC1=C(C=NC2=CC(=C(C=C12)OC)OC)C#N